[CH-]1C=CC2=CC=CC=C12 indenide